C(C)OC(NC(NC1=NC=C(C=C1)OCC1CC1)=S)=O N-{[5-(cyclopropylmethoxy)pyridin-2-yl]thiocarbamoyl}carbamic acid ethyl ester